3,5-difluoro-N-(6-fluoropyridin-2-yl)-4-methylpyridine-2-sulfonamide FC=1C(=NC=C(C1C)F)S(=O)(=O)NC1=NC(=CC=C1)F